O1N=C(C2=C1C=CC=C2)NS(=O)(=O)C=2C=C1CCCC1=CC2 N-(benzo[d]isoxazol-3-yl)-2,3-dihydro-1H-indene-5-sulfonamide